2-(2,6-dioxopiperidin-3-yl)-N-((S)-1-(4-methoxyphenyl)ethyl)-1-oxoisoindoline-5-carboxamide O=C1NC(CCC1N1C(C2=CC=C(C=C2C1)C(=O)N[C@@H](C)C1=CC=C(C=C1)OC)=O)=O